nonanediol 2,5-furandicarboxylate O1C(=CC=C1C(=O)O)C(=O)O.C(CCCCCCCC)(O)O